C(C)(C)(C)OC(=O)N1C[C@@H](N(CC1)C1=NC(=C2N=CN(C2=N1)C(C)C)NCC1=CC=C(C=C1)C1=CC=CC=C1)C (S)-4-(6-(([1,1'-biphenyl]-4-ylmethyl)amino)-9-isopropyl-9H-purin-2-yl)-3-methylpiperazine-1-carboxylic acid tert-butyl ester